2-(5-chlorothiophen-2-yl)-2-(1-(4,5,6,7-tetrahydrothieno[3,2-c]pyridine-5-carbonyl)piperidin-4-ylidene)acetonitrile ClC1=CC=C(S1)C(C#N)=C1CCN(CC1)C(=O)N1CC2=C(CC1)SC=C2